FC1=CC(=C(C(=O)C=2C=NC3=CC(=CC=C3C2OC2=CC=C(C=C2)/C=C/C(=O)O)O)C(=C1)C)C (E)-3-(4-((3-(4-fluoro-2,6-dimethylbenzoyl)-7-hydroxyquinolin-4-yl)oxy)phenyl)acrylic acid